CS(=O)(=O)N1C(COCC1)C(=O)OC methyl 4-(methyl sulfonyl)morpholine-3-carboxylate